C(CCC)N1[C@H]2CCC3=C([C@@H]2C=2C=CC(=CC2C1)C)C=C(C(=C3)I)O (6aS,12bR)-(-)-N-butyl-3-methyl-10-iodo-11-hydroxy-5,6,6a,7,8,12b-hexahydrobenzo[a]phenanthridine